[Si](C)(C)(C(C)(C)C)O[C@@H](CC(=O)OCC1=CC=C(C=C1)OC)C[C@@H](CC[C@H]1[C@H](C=CC2=C[C@@H](C[C@@H]([C@H]12)O)C)C)O[Si](C)(C)C(C)(C)C 4-methoxybenzyl (3R,5R)-3,5-bis((tert-butyldimethylsilyl)oxy)-7-((1S,2S,6R,8S,8aR)-8-hydroxy-2,6-dimethyl-1,2,6,7,8,8a-hexahydronaphthalen-1-yl)heptanoate